N-hydroxy-2-methyl-acrylamide ONC(C(=C)C)=O